FC(C=1C(=NC=CC1)N1CCCCC1)(F)F (R)-1-(3-(trifluoromethyl)pyridin-2-yl)piperidin